FC1=C(C(=C(C(=C1F)F)F)F)[B-](C1=C(C(=C(C(=C1F)F)F)F)F)(C1=C(C(=C(C(=C1F)F)F)F)F)C1=C(C(=C(C(=C1F)F)F)F)F.C[NH+](C1=CC=CC=C1)C Dimethylanilinium tetrakis(perfluorophenyl)borate